10-[1,1'-biphenyl]-4-yl-2-(1-methylethyl)-9-keto-9H-thioxanthene hexafluorophosphate F[P-](F)(F)(F)(F)F.C1(=CC=C(C=C1)S1C=2C=CC(=CC2C(C2=CC=CC=C12)=O)C(C)C)C1=CC=CC=C1